C1(CC1)N1C(=NC2=C1C=CC(=C2)C#C)C 1-cyclopropyl-5-ethynyl-2-methyl-1,3-benzodiazole